BrC=1C=C(C(=NC1)Cl)NC(=O)C1=NC(=NC=C1)C N-(5-bromo-2-chloropyridin-3-yl)-2-methylpyrimidine-4-carboxamide